3-((7-bromo-1,3-dihydroisobenzofuran-4-yl)methyl)-2-butyl-1,3-diazaspiro[4.4]nona-1-en-4-one BrC=1C=CC(=C2COCC12)CN1C(=NC2(C1=O)CCCC2)CCCC